(S)-4-(6-(4,5-dihydropyran-3-yl)-1H-pyrrolo[2,3-b]pyridin-3-yl)-N-(piperidin-3-yl)-5-(trifluoromethyl)pyrimidin-2-amine O1C=C(CCC1)C1=CC=C2C(=N1)NC=C2C2=NC(=NC=C2C(F)(F)F)N[C@@H]2CNCCC2